N-methyl-N-((2-(4-(4-methyl-2,3-dioxo-3,4-dihydroquinoxalin-1(2H)-yl)piperidin-1-yl)pyrimidin-5-yl)methyl)acetamide CN(C(C)=O)CC=1C=NC(=NC1)N1CCC(CC1)N1C(C(N(C2=CC=CC=C12)C)=O)=O